N(=C=O)C[C@@H]1O[C@@H](CC1)CN=C=O cis-2,5-bis(isocyanatomethyl)tetrahydrofurane